3-(1-bromo-3-((tert-butyl-dimethylsilyl)oxy)prop-1-en-2-yl)-5-(3,4-dimethoxyphenyl)pyridine BrC=C(CO[Si](C)(C)C(C)(C)C)C=1C=NC=C(C1)C1=CC(=C(C=C1)OC)OC